(3S,4S)-1-(4-(4-octanoyl-3-(pentylcarbamoyl)piperazine-1-carbonyl)benzoyl)-N3,N4-bis((1S,2R)-2-phenylcyclopropyl)pyrrolidine-3,4-dicarboxamide C(CCCCCCC)(=O)N1C(CN(CC1)C(=O)C1=CC=C(C(=O)N2C[C@H]([C@@H](C2)C(=O)N[C@@H]2[C@H](C2)C2=CC=CC=C2)C(=O)N[C@@H]2[C@H](C2)C2=CC=CC=C2)C=C1)C(NCCCCC)=O